NC=1C2=C(N=CN1)C(=NC(=C2)C(F)F)C=2C(=C(C=CC2C)O)C 3-(4-amino-6-(difluoromethyl)pyrido[3,4-d]pyrimidin-8-yl)-2,4-dimethylphenol